CC=1C(=CN=NC1)N 5-Methylpyridazine-4-amine